The molecule is a ketogluconate that is the conjugate base of 5-dehydro-L-gluconic acid, obtained by deprotonation of the carboxy group. Major microspecies at pH 7.3 It is a ketogluconate and a monocarboxylic acid anion. It is a conjugate base of a 5-dehydro-L-gluconic acid. C(C(=O)[C@@H]([C@H]([C@@H](C(=O)[O-])O)O)O)O